ClC1=CC=2C3=C(N=C(C2C=C1)N1CCCC2=C(C=CC=C12)C#CC(C)(O)C)N=NN3C 4-(1-(8-chloro-1-methyl-1H-[1,2,3]triazolo[4,5-c]isoquinolin-5-yl)-1,2,3,4-tetrahydroquinolin-5-yl)-2-methylbut-3-yn-2-ol